FC1=C(C(=CC=C1)F)CN1C=NN(C1=O)C1=CC=C(C=C1)C(C)(O)C1=C(N=C(S1)N1CC(C1)(C)NC(OC(C)(C)C)=O)C tert-butyl N-[1-[5-[1-[4-[4-[(2,6-difluorophenyl)methyl]-5-oxo-1,2,4-triazol-1-yl]phenyl]-1-hydroxy-ethyl]-4-methyl-thiazol-2-yl]-3-methyl-azetidin-3-yl]carbamate